NC1=C(C=CC(=C1)NCC1=CC=C(C=C1)C(F)(F)F)NC([C@H]([C@H](CCCCC)F)F)=O (2R,3S)-N-(2-Amino-4-((4-(trifluoromethyl)benzyl)amino)phenyl)-2,3-difluorooctanamid